6-[1-benzyl-5-(6-methyl-2-pyridyl)triazol-4-yl]-3-(1,4-diazepan-1-yl)quinoline C(C1=CC=CC=C1)N1N=NC(=C1C1=NC(=CC=C1)C)C=1C=C2C=C(C=NC2=CC1)N1CCNCCC1